3-fluoro-7-methoxy-1-methyl-9H-pyrido[3,4-b]indole FC1=CC2=C(NC3=CC(=CC=C23)OC)C(=N1)C